N-(2-(3-chloro-1-(3-(methoxymethyl)cyclobutyl)-1H-pyrazol-4-yl)pyrimidin-4-yl)-5-isopropyl-8-((2R,3S)-2-methyl-3-((methylsulfonyl)methyl)azetidin-1-yl)isoquinolin-3-amine ClC1=NN(C=C1C1=NC=CC(=N1)NC=1N=CC2=C(C=CC(=C2C1)C(C)C)N1[C@@H]([C@H](C1)CS(=O)(=O)C)C)C1CC(C1)COC